diazacyclopentadecene-3,11-dicarboxylic acid N1=NC(CCCCCCCC(CCCC1)C(=O)O)C(=O)O